BrCC=1OC(=NN1)C1=CC=CC=C1 2-(Bromomethyl)-5-phenyl-1,3,4-oxadiazole